phenyl (4-((3'-cyano-[1,1'-biphenyl]-2-yl)sulfonyl)phenyl)carbamate C(#N)C=1C=C(C=CC1)C1=C(C=CC=C1)S(=O)(=O)C1=CC=C(C=C1)NC(OC1=CC=CC=C1)=O